FC=1C(=C2C(=NC(=NN2C1)NC1CCC(CC1)(O)C)OC)C=1C=CC2=C(N(N=N2)[C@H](CF)C)C1 (1R,4s)-4-((6-fluoro-5-(1-((S)-1-fluoropropan-2-yl)-1H-benzo[d][1,2,3]triazol-6-yl)-4-methoxypyrrolo[2,1-f][1,2,4]triazin-2-yl)amino)-1-methylcyclohexan-1-ol